3-(2-chloro-5-fluorophenyl)-6-(1-cyclopropyl-1H-pyrazol-4-yl)-1-oxoisooctanol ClC1=C(C=C(C=C1)F)C(CC(O)=O)CCC(C)(C)C=1C=NN(C1)C1CC1